N-((S)-1-((3R,5'S)-5'-cyano-2-oxospiro[indoline-3,3'-pyrrolidin]-1'-yl)-4-(methyl-d3)-1-oxopenten-2-yl-4,5,5,5-d4)-4,6,7-trifluoro-N-(methyl-d3)-1H-indole-2-carboxamide C(#N)[C@@H]1C[C@@]2(CN1C(C(=CC(C([2H])([2H])[2H])([2H])C([2H])([2H])[2H])N(C(=O)C=1NC3=C(C(=CC(=C3C1)F)F)F)C([2H])([2H])[2H])=O)C(NC1=CC=CC=C12)=O